N-(4-ethylphenyl)-3-(hydroxymethyl)-N-isobutyl-4-((tetrahydro-2H-pyran-4-yl)methoxy)benzenesulfonamide C(C)C1=CC=C(C=C1)N(S(=O)(=O)C1=CC(=C(C=C1)OCC1CCOCC1)CO)CC(C)C